C12CC(CC2C1)OC1=C(C=C(C=C1F)NC(=O)C=1N=C(OC1CC)N1CC2C(C1)COC2)F N-(4-(cis-bicyclo[3.1.0]hexan-3-yloxy)-3,5-difluorophenyl)-5-ethyl-2-(tetrahydro-1H-furo[3,4-c]pyrrol-5(3H)-yl)oxazole-4-carboxamide